N-(4-methyl-3-(3-(9-(tetrahydro-2H-pyran-2-yl)-9H-purin-6-yl)pyridin-2-ylamino)phenyl)-6-(trifluoromethyl)picolinamide CC1=C(C=C(C=C1)NC(C1=NC(=CC=C1)C(F)(F)F)=O)NC1=NC=CC=C1C1=C2N=CN(C2=NC=N1)C1OCCCC1